C(CCCCCCCCCCCCCCC)(=O)NCCOCCNC(CCCCCCCCCCCCCCC)=O mono(2-hexadecanoylaminoethyl) ether